COC([C@H](CI)NC(=O)OC(C)(C)C)=O (R)-2-((tert-butoxycarbonyl)amino)-3-iodopropionic acid methyl ester